C(C)CC(C(=O)[O-])(C)C ethylpivalat